(S)-(1-benzyl-3-propylpyrrolidin-3-yl)(3,4-dichlorophenyl)methanone C(C1=CC=CC=C1)N1C[C@@](CC1)(CCC)C(=O)C1=CC(=C(C=C1)Cl)Cl